5-(5-Chloropyrazin-2-yl)-3-methylisoxazole-4-carboxylic acid tert-butyl ester C(C)(C)(C)OC(=O)C=1C(=NOC1C1=NC=C(N=C1)Cl)C